(5,7-bis(thiophen-2-yl)-2,3-dihydrothieno[3,4-b][1,4]dioxin-2-yl)methanol S1C(=CC=C1)C=1SC(=C2OC(COC21)CO)C=2SC=CC2